1-(1H-benzo[d]imidazol-5-yl)-5-(4-methoxybenzo[d][1,3]dioxol-6-yl)imidazolidin-2-one N1C=NC2=C1C=CC(=C2)N2C(NCC2C=2C=C(C1=C(OCO1)C2)OC)=O